BrC1=CC=C(C=C1)[C@]12[C@](C3=C(C=NC=C3OC)O1)([C@@H]([C@@H]([C@H]2C2=CC=CC=C2)C(=O)NC2COC2)O)O |r| Rac-(4bS,5R,6R,7S,7aR)-7a-(4-bromophenyl)-4b,5-dihydroxy-4-methoxy-N-(oxetan-3-yl)-7-phenyl-4b,6,7,7a-tetrahydro-5H-cyclopenta[4,5]furo[2,3-c]pyridine-6-carboxamide